diisopropyl peroxydicarbamate O(ONC(OC(C)C)=O)NC(OC(C)C)=O